nitro-thionitrogen potassium [K].[N+](=O)([O-])S[N]